C(C)(C)(C)OC(=O)N1[C@H](C[C@H](C1)OC1=NC=C(C(=C1)F)F)C (2s,4r)-4-((4,5-difluoropyridin-2-yl)oxy)-2-methylpyrrolidine-1-carboxylic acid tert-butyl ester